CC(C(=O)O)CCC(=O)O 2-Methylpentanedioic acid